1-(4-(5-amino-6-((1-(1-methylpiperidin-4-yl)-1H-pyrazol-4-yl)oxy)pyrazin-2-yl)-2,6-dimethylbenzyl)-3-ethylurea NC=1N=CC(=NC1OC=1C=NN(C1)C1CCN(CC1)C)C1=CC(=C(CNC(=O)NCC)C(=C1)C)C